azadibenzopyrene C1=CC=C2C(=C1)C=C3C=CC4=C5C3=C2C6=C(C5=CC=C4)C=CC=N6